NC1=NC(=C2N=CN(C2=N1)[C@H]1C([C@@H]([C@H](O1)CO[P@](=O)(OC1=CC=CC=C1)N[C@@H](C)C(=O)OC(C)C)O)(F)F)NC Isopropyl ((S)-(((2R,3R,5R)-5-(2-amino-6-(methylamino)-9H-purin-9-yl)-4,4-difluoro-3-hydroxytetrahydrofuran-2-yl)methoxy)(phenoxy)phosphoryl)-L-alaninate